ClC=1C=C(NC2(CCC3([C@H](CC4=CC=C(C=C34)F)C[C@H](CO)C)CC2)C(=O)OC)C=CC1 methyl (1r,2'S,4S)-4-(3-chloroanilino)-6'-fluoro-2'-[(2R)-3-hydroxy-2-methylpropyl]-2',3'-dihydrospiro[cyclohexane-1,1'-indene]-4-carboxylate